1-amino-N-[2-(2,5-dioxo-2,5-dihydro-1H-pyrrol-1-yl)ethyl]cyclopropancarboxamid NC1(CC1)C(=O)NCCN1C(C=CC1=O)=O